[2-Fluoro-3-(5-fluoro-6-{3-methyl-3-[(tetrahydropyran-2-yl)oxy]azetidin-1-yl}pyridin-3-yl)phenyl]methanol FC1=C(C=CC=C1C=1C=NC(=C(C1)F)N1CC(C1)(OC1OCCCC1)C)CO